trans-3,4-nonanediol CCC(C(CCCCC)O)O